[5-(2-chloropyrimidin-4-yl)-3-fluoro-2-pyridyl]Methanol ClC1=NC=CC(=N1)C=1C=C(C(=NC1)CO)F